(1s,3s)-3-{5-ethoxy-3-[2-(methoxymethoxy)-6-methyl-4-(trifluoromethyl)phenyl]-7H-pyrrolo[2,3-c]pyridazin-7-yl}-1-methylcyclobutanol C(C)OC1=CN(C=2N=NC(=CC21)C2=C(C=C(C=C2C)C(F)(F)F)OCOC)C2CC(C2)(O)C